C(C)(C)(C)[C@@]1([C@H]2CC[C@@H](C1)N2C(=O)OC(C)(C)C)O tert-Butyl (1R,2S,4S)-2-(tert-Butyl)-2-hydroxy-7-azabicyclo[2.2.1]heptane-7-carboxylate